6-[2-[[4-[2-[bis[6-(2-hexyldecan-oyloxy)hex-yl]amino]-ethylamino]-4-oxo-but-2-enoyl]amino]-ethyl-[6-(2-hexyldecan-oyloxy)hex-yl]amino]hex-yl 2-hexyldecanoate C(CCCCC)C(C(=O)OCCCCCCN(CCCCCCOC(C(CCCCCCCC)CCCCCC)=O)CCNC(C=CC(=O)NCCN(CCCCCCOC(C(CCCCCCCC)CCCCCC)=O)CCCCCCOC(C(CCCCCCCC)CCCCCC)=O)=O)CCCCCCCC